Methyl 1-(4-fluorophenyl)-2,4-dimethyl-6-oxo-1,6-dihydropyrimidine-5-carboxylate FC1=CC=C(C=C1)N1C(=NC(=C(C1=O)C(=O)OC)C)C